2-methyl-2-[5-(4,4,5,5-tetramethyl-1,3,2-dioxaborolan-2-yl)-2-pyridyl]propan-1-ol CC(CO)(C)C1=NC=C(C=C1)B1OC(C(O1)(C)C)(C)C